7,8-difluoro-2-(trichloromethyl)pyrimido[1,2-a]benzimidazole FC=1C(=CC2=C(N3C(=N2)N=C(C=C3)C(Cl)(Cl)Cl)C1)F